2-(((tert-butyldimethylsilyl)oxy)methyl)-1H-indole [Si](C)(C)(C(C)(C)C)OCC=1NC2=CC=CC=C2C1